acetyl-butyl alcohol C(C)(=O)CCCCO